Cl.N[C@H](CC1=C(C2=NC(=CC(=C2S1)NCC=1OC=CC1)C#N)C#N)C 2-[(2S)-2-aminopropyl]-7-{[(furan-2-yl)methyl]amino}thieno[3,2-b]pyridine-3,5-dicarbonitrile hydrochloride